C(CCCCCCC\C=C/CCCCCCCC)(=O)C(=C(CCCCCCCCCCCCCCCC)C(CCCCCCC\C=C/CCCCCCCC)=O)C(OP(OC[C@@H](CO)O)(=O)[O-])C[N+](C)(C)C 1,2-dioleoyl-octadecenyl-sn-glycero-3-phosphocholine